CC1(N=C(C2=CC=CC=C2C1)C=1C=NC2=CC=CC=C2C1)C1=CC=CC=C1 3-(3-methyl-3-phenyl-3,4-dihydroisoquinolin-1-yl)quinoline